N-(2-((4-fluorophenyl)ethynyl)-4-(3-(2-(pyridin-3-yl)ethyl)ureido)phenyl)propionamide FC1=CC=C(C=C1)C#CC1=C(C=CC(=C1)NC(=O)NCCC=1C=NC=CC1)NC(CC)=O